tert-butyl (3R,5R)-3-[[4-[[(2S)-3,3-dicyclopropyl-2-[(2-isopropylpyrazole-3-carbonyl)amino]propanoyl]amino]pyrazol-1-yl]methyl]-2-oxo-5-(trifluoromethyl)pyrrolidine-1-carboxylate C1(CC1)C([C@@H](C(=O)NC=1C=NN(C1)C[C@@H]1C(N([C@H](C1)C(F)(F)F)C(=O)OC(C)(C)C)=O)NC(=O)C=1N(N=CC1)C(C)C)C1CC1